Thiazolo[5,4-c]Pyridine-2,5(4H)-dicarboxylic acid 5-tert-butyl ester 2-ethyl ester CCOC(=O)C=1SC=2CN(C=CC2N1)C(=O)OC(C)(C)C